C1(CC1)C=1N=CN(C1)C1=C(OC2=C1C=CC=C2)C(=O)O (4-cyclopropyl-1H-imidazol-1-yl)benzofuran-2-carboxylic acid